C[C@@H](/C=C/[C@H](C)[C@@H]1CC[C@@H]2C3=CC=C4C[C@@H](CC[C@]4([C@@H]3CC[C@@]12C)C)O)C(C)C (3R,9R,10S,13S,14S,17S)-17-((2S,5R,E)-5,6-dimethylhept-3-en-2-yl)-10,13-dimethyl-2,3,4,9,10,11,12,13,14,15,16,17-dodecahydro-1H-cyclopenta[a]Phenanthrene-3-ol